NCCP(O)(O)=O (aminoethyl)phosphonic acid